(tetrahydro-2H-pyran-2-yl)-1H-indazol-5-amine O1C(CCCC1)N1N=CC2=CC(=CC=C12)N